1-((3S,5S)-3,5-dimethylpiperazin-1-yl)ethan-1-one hydrochloride Cl.C[C@H]1CN(C[C@@H](N1)C)C(C)=O